(S)-N2-(5-(2-(2-chloro-6-fluorophenyl)-2H-tetrazol-5-yl)thiazol-2-yl)-4-(Morpholinomethyl)-N6-(piperidin-3-yl)pyridine-2,6-diamine ClC1=C(C(=CC=C1)F)N1N=C(N=N1)C1=CN=C(S1)NC1=NC(=CC(=C1)CN1CCOCC1)N[C@@H]1CNCCC1